3-[4,7-difluoro-2-(4-fluorophenyl)-1H-indol-3-yl]-N-[(3S)-2-oxotetrahydrofuran-3-yl]propenamide FC1=C2C(=C(NC2=C(C=C1)F)C1=CC=C(C=C1)F)C=CC(=O)N[C@@H]1C(OCC1)=O